o-hydroxy-trans-cinnamic acid OC1=C(/C=C/C(=O)O)C=CC=C1